4-[4-[[(2S)-2-(4-chlorophenyl)-1-piperidyl]methyl]-1-piperidyl]-2-[(5-isopropylsulfonyl-3-pyridyl)oxy]-N-[3-nitro-4-(tetrahydropyran-4-ylmethylamino)phenyl]sulfonyl-benzamide ClC1=CC=C(C=C1)[C@H]1N(CCCC1)CC1CCN(CC1)C1=CC(=C(C(=O)NS(=O)(=O)C2=CC(=C(C=C2)NCC2CCOCC2)[N+](=O)[O-])C=C1)OC=1C=NC=C(C1)S(=O)(=O)C(C)C